(2-(2,6-dioxopiperidin-3-yl)-3-oxoisoindolin-5-yl)methyl (4-fluoro-3,5-dimethylphenyl)carbamate FC1=C(C=C(C=C1C)NC(OCC=1C=C2C(N(CC2=CC1)C1C(NC(CC1)=O)=O)=O)=O)C